N-[3-[5-[6-(1-cyanocyclopropyl)-3-pyridyl]-1H-pyrrolo[2,3-b]pyridine-3-carbonyl]-2-fluoro-phenyl]pyrrolidine-1-sulfonamide C(#N)C1(CC1)C1=CC=C(C=N1)C=1C=C2C(=NC1)NC=C2C(=O)C=2C(=C(C=CC2)NS(=O)(=O)N2CCCC2)F